N=1C=C(N2N=CC=CC21)C#CC2=C(C=CC=1C(=NOC12)NC=1C=NC=C(C1)C(F)(F)F)C 7-(imidazo[1,2-b]pyridazin-3-ylethynyl)-6-methyl-N-(5-(trifluoromethyl)pyridin-3-yl)benzo[d]isoxazol-3-amine